(±)-N-Methyl-5-oxo-2,3,4,4a,5,6-hexahydro-1H-pyrazino[1,2-a]pyrido[2,3-e]pyrazine-8-carboxamide CNC(=O)C=1C=CC2=C(NC([C@@H]3N2CCNC3)=O)N1 |r|